pyrazolo[1,5-a]pyrido[2,3-e]pyrimidine N1=CC=C2N1C1=C(C=N2)N=CC=C1